O1C(=C(C=C1)C(=O)O)C(=O)O Furandioic acid